1-(2,3-difluorophenyl)-N-{2-methoxy-3-[3-(pyrrolidin-1-yl)propoxy]-6H,7H,8H,9H,10H-cyclohepta[b]quinolin-11-yl}piperidin-4-amine FC1=C(C=CC=C1F)N1CCC(CC1)NC1=C2C(=NC3=CC(=C(C=C13)OC)OCCCN1CCCC1)CCCCC2